CC(C)[N-]C(C)C.[Li+] lithium bis(propan-2-yl)amide